N1C(=CC=2C=NC=CC21)CNC(CN2C(=NC=C(C2=O)N)C2=CC=CC=C2)=O N-((1H-pyrrolo[3,2-c]pyridin-2-yl)methyl)-2-(5-amino-6-oxo-2-phenylpyrimidin-1(6H)-yl)acetamide